C1(CC1)S(=O)(=O)N1N=CC(=C1)C1=NC=CC(=N1)NC1=NC=C(C(=C1C1CCC(CC1)NCCF)N)C#CC=1C=NN(C1)CC(F)(F)F N2-(2-(1-(Cyclopropylsulfonyl)-1H-pyrazol-4-yl)pyrimidin-4-yl)-M-((1s,4s)-4-((2-fluoroethyl)amino)cyclohexyl)-5-((1-(2,2,2-trifluoroethyl)-1H-pyrazol-4-yl)ethynyl)pyridine-2,4-diamine